1-methyl-N-(1-methyl-2-(2-(trifluoromethyl)pyrimidin-4-yl)-1H-pyrrolo[3,2-c]pyridin-6-yl)-1H-pyrazole-4-carboxamide CN1N=CC(=C1)C(=O)NC1=CC2=C(C=N1)C=C(N2C)C2=NC(=NC=C2)C(F)(F)F